6-Ethyl-2-isobutyl-3,3,4-trimethyltetrahydro-2H-pyran-4-ol C(C)C1CC(C(C(O1)CC(C)C)(C)C)(O)C